cyclopropyl(3-hydroxyazetidin-1-yl)methanone C1(CC1)C(=O)N1CC(C1)O